Cl.N1(CCOCC1)CCC(=O)C=1C(OC2=CC(=CC(=C2C1)CO)O)=O 3-(3-morpholinyl-propionyl)-5-hydroxymethyl-7-hydroxycoumarin hydrochloride